O=C(CC=1C=C2C(=CNC2=CC1)C(=O)N=[N+]=[N-])C 5-(2-oxopropyl)-1H-indole-3-carbonyl azide